CC([C@@H](C(=O)N1[C@@H](C[C@H](C1)O)C(=O)N[C@@H](C)C1=CC=C(C=C1)C1=C(N=CS1)C)NC(COCCC1CCNCC1)=O)(C)C (2S,4R)-1-[(2S)-3,3-dimethyl-2-[[2-[2-(4-piperidyl)ethoxy]acetyl]amino]butanoyl]-4-hydroxy-N-[(1S)-1-[4-(4-methylthiazol-5-yl)phenyl]ethyl]pyrrolidine-2-carboxamide